1,1'-dimethyl-4,4'-bipyridine bis(tetrafluoroborate) F[B-](F)(F)F.F[B-](F)(F)F.CN1C=CC(C=C1)=C1C=CN(C=C1)C